C[Si](C1=CC(=NO1)C1=C2CCOC(C2=CC=C1)CNC(OC(C)(C)C)=O)(C)C tert-butyl ((5-(5-(trimethylsilyl)isoxazol-3-yl)isochroman-1-yl)methyl)carbamate